praseodymium-iron oxide [O-2].[Fe+2].[Pr+3]